[O-2].[Mn+2].[Ni+2].[Mn+2].[Li+] lithium manganese nickel manganese oxide